C(C)(C)(C)OC(C(C(=NO)N)(C)C)=O 3-amino-3-(hydroxyimino)-2,2-dimethylpropionic acid tert-butyl ester